CC1=C(C(=O)O)C=C(C=C1)N1CC2CCC(C1)N2C 2-methyl-5-(8-methyl-3,8-diazabicyclo[3.2.1]octan-3-yl)benzoic acid